tert-butyl 3'-bromo-5-nitro-3H-spiro[isobenzofuran-1,4'-piperidine]-1'-carboxylate BrC1CN(CCC12OCC1=CC(=CC=C12)[N+](=O)[O-])C(=O)OC(C)(C)C